F[C@H]1CN(CC[C@H]1NC1=CC=CC2=C1N=C(O2)I)C(=O)OC(C)(C)C tert-butyl (3S,4R)-3-fluoro-4-((2-iodobenzo[d]oxazol-4-yl)amino)piperidine-1-carboxylate